(1S,2S,4R,5R,6S,7S)-methyl 7-(2-methoxypyridin-4-yl)-8-oxatricyclo[3.2.1.02,4]octane-6-carboxylate COC1=NC=CC(=C1)[C@@H]1[C@@H]([C@H]2[C@@H]3C[C@@H]3[C@@H]1O2)C(=O)OC